(R)-4-((6,7-dihydro-5H-pyrazolo[5,1-b][1,3]oxazin-3-yl)methyl)-1-methyl-N-(1-methylcyclopropyl)-5-oxo-1,2,4,5-tetrahydroimidazo[1,2-a]quinazoline-7-sulfonamide N1=CC(=C2OCCCN21)CN2C=1N(C3=CC=C(C=C3C2=O)S(=O)(=O)NC2(CC2)C)[C@@H](CN1)C